2-(4-acetoxyphenyl)-1,3-dithiane C(C)(=O)OC1=CC=C(C=C1)C1SCCCS1